N,N-DIALLYL-5-METHOXYTRYPTAMINE HEMISUCCINATE C(CCC(=O)O)(=O)O.C(C=C)N(CCC1=CNC2=CC=C(C=C12)OC)CC=C.C(C=C)N(CCC1=CNC2=CC=C(C=C12)OC)CC=C